3-(trifluoromethyl)-5-(trifluoromethylsulfanyl)benzoic acid FC(C=1C=C(C(=O)O)C=C(C1)SC(F)(F)F)(F)F